α-methyl-aspartate C[C@](N)(CC(=O)[O-])C(=O)[O-]